COCOC=1C(=CC2=CN(N=C2C1C)C)C1=CC=C2C=C(C=NC2=N1)N1CC(CC1)N(C(OC(C)(C)C)=O)C tert-butyl N-(1-{7-[6-(methoxymethoxy)-2,7-dimethylindazol-5-yl]-1,8-naphthyridin-3-yl}pyrrolidin-3-yl)-N-methylcarbamate